C(C1=CC=CC=C1)OC1=C2C(=NC(=N1)C[C@@H]1CN(CC1)C(=O)OC(C)(C)C)N(N=C2)C2=C(OCCC(=O)O)C=C(C=C2)F 3-[2-[4-benzyloxy-6-[[(3R)-1-tert-butoxycarbonylpyrrolidin-3-yl]methyl]pyrazolo[3,4-d]pyrimidin-1-yl]-5-fluoro-phenoxy]propanoic acid